2,3,4,5-tetrahydro-1H-3,5-methanobenzo[c]azepin-1-one C1(NC2CC(C3=C1C=CC=C3)C2)=O